1-{[(1R,5S,6r)-3-azabicyclo[3.1.0]hexan-6-yl]methyl}-4-[5-(1-ethyl-3-methyl-1H-pyrazol-5-yl)-4H-1,2,4-triazol-3-yl]-1H-indazole-6-carboxamide [C@H]12CNC[C@@H]2C1CN1N=CC2=C(C=C(C=C12)C(=O)N)C1=NN=C(N1)C1=CC(=NN1CC)C